7-((2S,5R)-3,3-dimethyl-4,4-dioxido-7-oxo-4-thia-1-azabicyclo[3.2.0]heptane-2-carboxamido)-8-oxo-5-thia-1-azabicyclo[4.2.0]oct-2-ene-2-carboxylic acid CC1([C@@H](N2C(C[C@H]2S1(=O)=O)=O)C(=O)NC1C2SCC=C(N2C1=O)C(=O)O)C